FC1=C2C(N(C(C2=CC=C1)=O)C1C(NC(CC1)=O)=O)=O 3-(4-Fluoro-1,3-dioxo-1,3-dihydro-isoindol-2-yl)-2,6-dioxopiperidine